BrC=1C=C(C=CC1)/C(/C#N)=C\C (E)-2-(3-bromophenyl)but-2-enenitrile